FC1=C(NC=2N(C1=O)N=C(C2)C2CCOCC2)C(=O)OCC ethyl 6-fluoro-7-oxo-2-(tetrahydro-2H-pyran-4-yl)-4,7-dihydropyrazolo[1,5-a]pyrimidine-5-carboxylate